N,N'-[methylenebis(2,6-diethyl-4,1-phenylene)]bis-cyclohexane-carboxamide C(C1=CC(=C(C(=C1)CC)NC(=O)C1CCCCC1)CC)C1=CC(=C(C(=C1)CC)NC(=O)C1CCCCC1)CC